cis-3-[(3-nitro-4-pyridyl)amino]cyclobutanol [N+](=O)([O-])C=1C=NC=CC1N[C@H]1C[C@H](C1)O